BrC1=CC=C(C=C1)C[C@@H]1NC(OC1)=O (4S)-4-[(4-bromophenyl)methyl]-1,3-oxazolidin-2-one